NC1=NC(=NC(=C1)C)S 4-amino-6-methylpyrimidine-2-thiol